[Si](C)(C)(C(C)(C)C)O[C@@H](CCNC1CCC(CC1)(F)F)C (R)-N-(3-((tert-Butyldimethylsilyl)oxy)butyl)-4,4-difluorocyclohexan-1-amine